tert-butyl (S)-7-(4-(2-(2,5-dihydrofuran-3-yl)-5-fluorophenyl)piperidin-1-yl)-5-oxa-2-azaspiro[3.4]octane-2-carboxylate O1CC(=CC1)C1=C(C=C(C=C1)F)C1CCN(CC1)[C@@H]1COC2(CN(C2)C(=O)OC(C)(C)C)C1